N-[(5-methylfuran-2-yl)methyl]-3-{[5-(thiophen-2-yl)pyrimidin-2-yl]amino}benzamide CC1=CC=C(O1)CNC(C1=CC(=CC=C1)NC1=NC=C(C=N1)C=1SC=CC1)=O